C(C1=CC=CC=C1)OC(CNC(C)(C)C1=CC=C(C=C1)Cl)(C)C 2-(benzyloxy)-N-(2-(4-chlorophenyl)propan-2-yl)-2-methylpropan-1-amine